ClC=1C=C(C=C(C1)Cl)C=1C=NC=2N(C1)N=C(C2C2=NC1=C(C=NC(=C1)C(F)(F)F)N2C)SCC 2-(6-(3,5-dichlorophenyl)-2-(ethylsulfanyl)pyrazolo[1,5-a]pyrimidin-3-yl)-3-methyl-6-(trifluoromethyl)-3H-imidazo[4,5-c]pyridine